NC1=NC=2C=NC(=CC2C2=C1COC2)C(=O)N2[C@@H](COC[C@@H]2C=2C=NC(=CC2)OC(C)C)C (4-amino-1,3-dihydrofuro[3,4-c][1,7]naphthyridin-8-yl)((3R,5S)-3-methyl-5-(6-(2-propanyloxy)-3-pyridinyl)-4-morpholinyl)methanone